2-hexyldecyl 2-((3-morpholinopropyl)carbamoyl)-4-((3-oxo-3-(tetradecyloxy)propyl)thio)butanoate O1CCN(CC1)CCCNC(=O)C(C(=O)OCC(CCCCCCCC)CCCCCC)CCSCCC(OCCCCCCCCCCCCCC)=O